C(CCCCCCC)OC(C1=CC=C(C(=O)OCCCCCCCC)C=C1)=O DIOCTYLTEREPHTHALAT